2-(1-(4-amino-3-(3-fluoro-4-methoxyphenyl)-1H-pyrazolo[3,4-d]pyrimidin-1-yl)ethyl)-3-cyclopropyl-5-fluoroquinazolin-4(3H)-one NC1=C2C(=NC=N1)N(N=C2C2=CC(=C(C=C2)OC)F)C(C)C2=NC1=CC=CC(=C1C(N2C2CC2)=O)F